2,2-dibromomethyl-1,3-propanediol dimethacrylate C(C(=C)C)(=O)OCC(COC(C(=C)C)=O)(CBr)CBr